N-octyl-1-[10-(4-octyliminopyridin-1-yl)decyl]pyridin-4-imine dihydrochloride Cl.Cl.C(CCCCCCC)N=C1C=CN(C=C1)CCCCCCCCCCN1C=CC(C=C1)=NCCCCCCCC